C(C=C)(=O)N1C(CC(CC1)N1C=NC=2C(=NC=3C(N(C(=CC3C21)C(F)(F)F)C2=CC=CC1=CC=CC=C21)=O)N2CC(C2)N(C)C)CC#N 2-(1-acryloyl-4-(4-(3-(dimethylamino)azetidin-1-yl)-7-(naphthalen-1-yl)-6-oxo-8-(trifluoromethyl)-6,7-dihydro-1H-imidazo[4,5-c][1,7]naphthyridin-1-yl)piperidin-2-yl)acetonitrile